((5S,6S,9R)-6-(2,3-difluorophenyl)-9-hydroxy-6,7,8,9-tetrahydro-5H-cyclohepta[b]pyridin-5-yl)carbamic acid tert-butyl ester C(C)(C)(C)OC(N[C@H]1[C@@H](CC[C@H](C2=NC=CC=C21)O)C2=C(C(=CC=C2)F)F)=O